ClC1=C(C(=CC=C1)[N+](=O)[O-])N1CCC(CC1)(C)COC 1-(2-chloro-6-nitro-phenyl)-4-(methoxymethyl)-4-methyl-piperidine